trifluoromethyl-(phenyl)propionamide FC(F)(F)C(C(=O)N)(C)C1=CC=CC=C1